(R)-2-methyl-4-(5-(pyrrolidin-1-yl)-7-(3-(trifluoromethoxy)phenyl)-7H-pyrrolo[2,3-d]pyrimidin-4-yl)piperazine-1-carboxylic acid tert-butyl ester C(C)(C)(C)OC(=O)N1[C@@H](CN(CC1)C=1C2=C(N=CN1)N(C=C2N2CCCC2)C2=CC(=CC=C2)OC(F)(F)F)C